dichloro(N,N'-tetramethyl-ethylenediamine) nickel (II) [Ni+2].ClC(C(N(C)C)Cl)N(C)C